(2S,4R)-4-(1-((1H-pyrazol-4-yl)amino)-2-oxoethyl)-1-(2-methylbenzofuro[3,2-d]pyrimidin-4-yl)pyrrolidine-2-carboxylic acid N1N=CC(=C1)NC(C=O)[C@@H]1C[C@H](N(C1)C=1C2=C(N=C(N1)C)C1=C(O2)C=CC=C1)C(=O)O